1,2,3-tri(trimethylsiloxy)benzene Erbium [Er].C[Si](OC1=C(C(=CC=C1)O[Si](C)(C)C)O[Si](C)(C)C)(C)C